NC1=NC(N(C=C1)[C@H]1C([C@@H]2O[P@](OC[C@H]2O1)(=O)OCC[C@H](C(=O)OC(C)C)C)(F)F)=O Isopropyl (R)-4-(((2R,4aR,6R,7aR)-6-(4-amino-2-oxopyrimidin-1(2H)-yl)-7,7-difluoro-2-oxidotetrahydro-4H-furo[3,2-d][1,3,2]dioxaphosphinin-2-yl)oxy)-2-methylbutanoate